CC1=C(N=CN1)CO (5-methyl-1H-imidazol-4-yl)methanol